N,N'-dimethylphthalamide CNC(C=1C(C(=O)NC)=CC=CC1)=O